5-((4-Ethoxyphenyl)amino)-1,3-dimethyl-1,3-dihydro-2H-benzo[d]imidazol-2-one C(C)OC1=CC=C(C=C1)NC1=CC2=C(N(C(N2C)=O)C)C=C1